C(C)O[Si](C1=CC=C(C=C1)C(F)(F)F)(OCC)OCC triethoxy[4-(trifluoromethyl)phenyl]silane